C(C)P(O)(=O)C#C.N1N=NC=C1 1,2,3-triazol ethyl-ethynylphosphinate